N-(3-fluoro-bicyclo[1.1.1]pent-1-yl)-2-methoxybenzamide FC12CC(C1)(C2)NC(C2=C(C=CC=C2)OC)=O